[H-].[Zn+2].[H-] zinc hydride